2-(2-fluoro-3-methoxyphenyl)acetonitrile FC1=C(C=CC=C1OC)CC#N